C(=O)(O)CCC(=O)N1CC2=CC(=CC=C2C1)OC 2-(3-carboxypropanoyl)-6-methoxyisoindolin